C(C)(=O)C=1C=C(C=C2C(C=C(OC12)SCC)=O)C 8-acetyl-2-(ethylsulfanyl)-6-methyl-4H-chromen-4-one